C1(=CC=CC=C1)NC1=CC=CC=2C3=CC=CC=C3C3=CC=CC=C3C12 PHENYLTRIPHENYLENYLAMINE